3-(4-Chloro-phenyl)-adamantane-1-carboxylic acid 3,5-bis-trifluoromethyl-benzylamide FC(C=1C=C(CNC(=O)C23CC4(CC(CC(C2)C4)C3)C3=CC=C(C=C3)Cl)C=C(C1)C(F)(F)F)(F)F